BrC1=C(N=C2OC(CN21)(C)C)Br 5,6-dibromo-2,2-dimethyl-2,3-dihydroimidazo[2,1-B]oxazole